benzyl (6-chloro-6-carbonylhexyl)carbamate ClC(CCCCCNC(OCC1=CC=CC=C1)=O)=C=O